5-[1-(2-Chloro-6-fluoro-phenyl)-piperidin-4-yl]-2-methyl-7-(2-trifluoromethyl-benzyl)-2,4,5,7-tetrahydro-pyrazolo[3,4-d]pyrimidin-6-on ClC1=C(C(=CC=C1)F)N1CCC(CC1)N1C(N(C=2C(C1)=CN(N2)C)CC2=C(C=CC=C2)C(F)(F)F)=O